2-(5-fluoro-4-methoxy-2-phenylquinoline-7-carbonyl)malononitrile FC1=C2C(=CC(=NC2=CC(=C1)C(=O)C(C#N)C#N)C1=CC=CC=C1)OC